C1(=CC=CC=C1)\C=C\1/N=C(N(C1=O)C1=CC=NC=C1)SCCCCCOC1=C(C=C(C#N)C=C1C)C (Z)-4-(5-(4-phenylmethylene-5-oxo-1-(pyridin-4-yl)-4,5-dihydro-1H-imidazol-2-ylthio)pentyloxy)-3,5-dimethylbenzonitrile